FC1=C(C=C(C=C1)C(=O)C=1C(=C2C=CNC2=C(C1F)F)F)C=1NC=C(N1)C1(CCOC2=C(C=CC=C12)CCC(=O)OCC)C ethyl 3-(4-(2-(2-fluoro-5-(4,6,7-trifluoro-1H-indole-5-carbonyl)phenyl)-1H-imidazol-4-yl)-4-methylchroman-8-yl)propanoate